CC=1C2=C(C=C(C1)OS(=O)(=O)C(F)(F)F)OC(C=1CN(CCC12)C(=O)OC(C)(C)C)=O tert-butyl 10-methyl-5-oxo-8-(((trifluoromethyl)sulfonyl)oxy)-1,5-dihydro-2H-chromeno[3,4-c]pyridine-3(4H)-carboxylate